2-nitro-N-(4-phenyl-1,3-thiazol-2-yl)-4-(trifluoromethyl)benzamide tert-butyl-(S)-2-(hydroxymethyl)-4-(pyridin-3-yl)-2,5-dihydro-1H-pyrrole-1-carboxylate C(C)(C)(C)OC(=O)N1[C@@H](C=C(C1)C=1C=NC=CC1)CO.[N+](=O)([O-])C1=C(C(=O)NC=2SC=C(N2)C2=CC=CC=C2)C=CC(=C1)C(F)(F)F